C(#C)C=1SC=C(N1)C1=C(C(\C(\C1)=N\OCC(=O)NC=1C=C2C=C(C(OC2=CC1)=O)C)=O)C (E)-2-(((4-(2-ethynylthiazol-4-yl)-3-methyl-2-oxocyclopent-3-en-1-ylidene)amino)oxy)-N-(3-methyl-2-oxo-2H-chromen-6-yl)acetamide